C(C)C(C(=O)OCCOC1=CC(=C(C=C1)C1=NC(=NC(=N1)C1=CC=CC=C1)C1=CC=CC=C1)O)CCCC 2-(4-(4,6-diphenyl-1,3,5-triazin-2-yl)-3-hydroxyphenoxy)ethyl 2-ethylhexanoate